C(=O)([O-])C(O)C(O)C(=O)[O-].C(=O)([O-])C(O)C(O)C(=O)[O-].OCC[N+](C)(C)C.ClC1=C(C=CC(=C1)Cl)C=1CCCC2=C(C1C1=CC=C(C=C1)C(O)C1CN(C1)CCCF)C=CC=C2.OCC[N+](C)(C)C.OCC[N+](C)(C)C.OCC[N+](C)(C)C 8-(2,4-Dichlorophenyl)-9-(4-((1-(3-fluoropropyl)azetidin-3-yl)(hydroxy)methyl)phenyl)-6,7-dihydro-5H-benzo[7]annulen choline ditartrate